N(=[N+]=[N-])C1=CC(=C(C=C1)NC(CCN(C)CCCNC(CCCC[C@@H]1SC[C@@H]2NC(=O)N[C@H]12)=O)CCCN)[N+](=O)[O-] N-(4-azido-2-nitrophenyl)-aminopropyl-N'-(N-d-biotinyl-3-aminopropyl)-N'-methyl-1,3-propanediamine